C(=O)(OC(CCCCCCCCCCC)=O)OOC(=O)OC(CCCCCCCCCCC)=O dilauroyl peroxydicarbonate